2-[(4-{6-[(4-cyano-2-fluorophenyl)methoxy]pyridin-2-yl}piperidin-1-yl)methyl]-1-{[(2S)-Oxetan-2-yl]methyl}-1H-1,3-benzodiazol-6-carboxylic acid C(#N)C1=CC(=C(C=C1)COC1=CC=CC(=N1)C1CCN(CC1)CC1=NC2=C(N1C[C@H]1OCC1)C=C(C=C2)C(=O)O)F